1,3'-bipyrrolidin N1(CCCC1)C1CNCC1